[Na].CSCCC1C(NC(N1)=O)=O 5-(beta-methylmercaptoethyl)-hydantoin sodium